N-(2-(2-(1H-imidazol-1-yl)ethoxy)ethyl)-2-chloro-4-((3-(4-(cyanomethoxy)-2,3-difluorophenyl)imidazo[1,2-a]pyrazin-8-yl)amino)benzamide N1(C=NC=C1)CCOCCNC(C1=C(C=C(C=C1)NC=1C=2N(C=CN1)C(=CN2)C2=C(C(=C(C=C2)OCC#N)F)F)Cl)=O